ClC1=CC=C(CNC[C@@H](CN2C[C@H]3CCCC[C@H]3CC2)O)C=C1 (3S,4aS,8aS)-2-[(S)-3-(4-chlorobenzyl-amino)-2-hydroxypropyl]decahydroisoquinoline